N1C2=C(N[C@H](C1)CNC(OC(C)(C)C)=O)N=CC=C2 tert-butyl (R)-((1,2,3,4-tetrahydropyrido[2,3-b]pyrazin-3-yl)methyl)carbamate